FC1C2=CC=CC=C2C=2C=C(C=CC12)C(=O)NCC(=O)N1CC2(OCCO2)C[C@H]1C(=O)O (8S)-7-((9-fluoro-9H-fluorene-3-carbonyl)glycyl)-1,4-dioxa-7-azaspiro[4.4]nonane-8-carboxylic acid